6-(4H-1,2,4-triazol-4-yl)-3-azabicyclo[3.1.0]hexane N=1N=CN(C1)C1C2CNCC12